C(C)(C)(C)OC(=O)NCC(C(=O)O)(C)C 3-{[(tert-butoxy)carbonyl]Amino}-2,2-dimethylpropionic acid